(S)-N-(3-cyclopropyl-1H-pyrazol-5-yl)-1-(3-(difluoromethyl)phenyl)-5-oxopyrrolidine-3-carboxamide C1(CC1)C1=NNC(=C1)NC(=O)[C@@H]1CN(C(C1)=O)C1=CC(=CC=C1)C(F)F